CN(C)C=C1C(NCC1=O)C 3-((dimethylamino)methylene)-2-methyl-4-oxopyrrolidine